3-(4-amino-6-methylpyrido[3,2-d]pyrimidin-8-yl)-2,4-dimethylphenol NC=1C2=C(N=CN1)C(=CC(=N2)C)C=2C(=C(C=CC2C)O)C